ClC=1C=C(C=C(C1F)Cl)[C@]1(CC(=NO1)C1=CC(=C(C(=O)O)C=C1)C)C(F)(F)F (R)-4-(5-(3,5-dichloro-4-fluorophenyl)-5-(trifluoromethyl)-4,5-dihydroisoxazol-3-yl)-2-methylbenzoic acid